N1=C(C=CC=C1)C=1C(=C(C=CC1)S)Cl 3-(pyridine-2-yl)-2-chloro-benzenethiol